2-[3-ethylsulfonyl-4-[7-methyl-3-(trifluoromethyl)imidazo[4,5-c]pyridazin-6-yl]phenyl]propanenitrile C(C)S(=O)(=O)C=1C=C(C=CC1C1=NC2=C(N=NC(=C2)C(F)(F)F)N1C)C(C#N)C